N-(4-((2',6'-difluoro-[1,1'-biphenyl]-3-yl)amino)-7-(3-(3-(dimethylamino)azetidin-1-yl)propoxy)quinazolin-6-yl)acrylamide FC1=C(C(=CC=C1)F)C1=CC(=CC=C1)NC1=NC=NC2=CC(=C(C=C12)NC(C=C)=O)OCCCN1CC(C1)N(C)C